(3aR,5s,6aS)-benzyl 5-(phenylthio)hexahydrocyclopenta[c]pyrrole-2(1H)-carboxylate C1(=CC=CC=C1)SC1C[C@@H]2[C@@H](CN(C2)C(=O)OCC2=CC=CC=C2)C1